(E)-3-ethoxy-acrylic acid C(C)O/C=C/C(=O)O